C(C)(=O)NC=1C(=CC(=NC1)C=1N=NN(C1NC(O[C@H](C)C=1C(=NC=CC1)Cl)=O)C)F (R)-1-(2-chloropyridin-3-yl)ethyl (4-(5-acetamido-4-fluoropyridin-2-yl)-1-methyl-1H-1,2,3-triazol-5-yl)carbamate